(S)-3-amino-3-(4-bromophenyl)propionic acid methyl ester hydrochloride Cl.COC(C[C@@H](C1=CC=C(C=C1)Br)N)=O